CC1=CC=C(C=C1)[C@@H](C)N1N=C2N([C@@H](CCC2)C(=O)O)C1=O |&1:7| (5S)-2-[(1RS)-1-(4-Methylphenyl)ethyl]-3-oxo-2,3,5,6,7,8-hexahydro[1,2,4]triazolo[4,3-a]pyridine-5-carboxylic acid